N[C@@H](CCCCN)C(=O)[O-].NC(C)C=1NC=C[N+]1C 1-aminoethyl-3-methylimidazolium lysine salt